2-(difluoromethyl)-5-(4-((4-(6-(4-ethylpiperazin-1-yl)pyridin-2-yl)-1H-1,2,3-triazol-1-yl)methyl)-3-fluorophenyl)-1,3,4-oxadiazole FC(C=1OC(=NN1)C1=CC(=C(C=C1)CN1N=NC(=C1)C1=NC(=CC=C1)N1CCN(CC1)CC)F)F